P(O)(=O)(OP(=O)(O)OP(=O)(O)O)OC[C@@H]1[C@]([C@H]([C@@H](O1)N1C(=O)NC(=O)C=C1)O)(O)C 3'-methyluridine-5'-triphosphate